NC1=NC=CC=C1S(=O)(=O)NC(=O)C=1C(=NC(=CC1)C=1C=NC(=C(C1)C)OCCOCCOCC)N1C(C[C@@H](C1)C)(C)C N-[(2-Amino-3-pyridyl)sulfonyl]-6-[6-[2-(2-ethoxyethoxy)ethoxy]-5-methyl-3-pyridyl]-2-[(4S)-2,2,4-trimethylpyrrolidin-1-yl]pyridin-3-carboxamid